(1S,4S)-N1,N1-dimethyl-N4-(2-(3-((4-(methylsulfonyl)-2-(trifluoromethoxy)phenyl)amino)prop-1-yn-1-yl)-1-(2,2,2-trifluoroethyl)-1H-indol-4-yl)cyclohexane-1,4-diamine CN(C1CCC(CC1)NC1=C2C=C(N(C2=CC=C1)CC(F)(F)F)C#CCNC1=C(C=C(C=C1)S(=O)(=O)C)OC(F)(F)F)C